ketosulfolane O=C1S(=O)(=O)CCC1